C(C)(C)(C)OC(=O)N1CC=2C(N(C=3N=CC=CC3C2CC1)CC1=C(C=CC=C1)CC)=O 6-(2-ethylbenzyl)-5-oxo-1,4,5,6-tetrahydropyrido[3,4-C][1,8]naphthyridine-3(2H)-carboxylic acid tert-butyl ester